CN1N=CC=C1NC1=NC=CC=C1 N-(1-methyl-1H-pyrazol-5-yl)pyridin-2-amine